C(C1=CC=CC=C1)NC(N(C1=CC=C(C=C1)C1=C(C=CC=C1)F)[C@@H]1CC[C@H](CC1)NC1=NC=C(C=C1)C#N)=O 3-benzyl-1-(trans-4-((5-cyanopyridin-2-yl)amino)cyclohexyl)-1-(2'-fluorobiphenyl-4-yl)urea